N-[1-[(1R)-1-[4-(trifluoromethyl)phenyl]ethyl]-4-piperidyl]prop-2-enamide FC(C1=CC=C(C=C1)[C@@H](C)N1CCC(CC1)NC(C=C)=O)(F)F